3-[(3-chloro-2-methoxyphenyl)amino]-2-[6-[(3S)-oxan-3-yloxy]-1,5-naphthyridin-4-yl]-1H,5H,6H,7H-pyrrolo[3,2-c]pyridin-4-one ClC=1C(=C(C=CC1)NC1=C(NC2=C1C(NCC2)=O)C2=CC=NC1=CC=C(N=C21)O[C@@H]2COCCC2)OC